CC1(OC=2C=C(C=C(C2C2[C@H]1CCC(=C2)C)O)C(C)(CCCCCC)C)C (6Ar)-6,6,9-trimethyl-3-(2-methyloctan-2-yl)-6a,7,8,10a-tetrahydrobenzo[c]chromen-1-ol